isopentylphosphine bromide [Br-].C(CC(C)C)P